N[C@H](C)C=1C=C(C=C2C(N(C(=NC12)N1CCC(CC1)(C)C)C)=O)C (R)-8-(1-aminoethyl)-2-(4,4-dimethylpiperidin-1-yl)-3,6-dimethylquinazolin-4(3H)-one